2-(5-chloro-3,7-dimethyl-2,8-diphenylbenzo[de]chromen-9-yl)-1,4,5,6-tetrahydropyrimidine ClC=1C=C2C3=C(C(=C(OC3=C(C(=C2C)C2=CC=CC=C2)C=2NCCCN2)C2=CC=CC=C2)C)C1